[Sn].[Zn].[Cu].ClC1=NC=C(C(=C1F)NC(C)=N)C N-(2-chloro-3-fluoro-5-methylpyridin-4-yl)ethanimidamide copper-zinc-tin